C[C@H]1CN(C[C@H](N1)C)C1=NC(N2C3=C(C(=C(C=C13)C(F)(F)F)C1=CC=C(C=C1)F)SC[C@H](C2)OC([2H])([2H])[2H])=O (S)-8-((3S,5R)-3,5-dimethylpiperazin-1-yl)-11-(4-fluorophenyl)-3-(methoxy-d3)-10-(trifluoromethyl)-3,4-dihydro-2H,6H-[1,4]thiazepino[2,3,4-ij]quinazolin-6-one